FC1(C(CN(C1)C(C)C)O)F 4,4-Difluoro-1-isopropyl-pyrrolidin-3-ol